CN1CC(C1)(C(=O)/N=C\1/N(C=CC=C1)C)C 1,3-Dimethyl-N-[(2E)-1-methylpyridin-2(1H)-ylidene]azetidine-3-carboxamide